5-fluoro-N-(5-fluoro-1H-indol-3-yl)-1-methyl-6-(1-methyl-4-piperidyl)indole-3-carboxamide FC=1C=C2C(=CN(C2=CC1C1CCN(CC1)C)C)C(=O)NC1=CNC2=CC=C(C=C12)F